5-(2-(4-Methoxybenzyl)pyrrolidin-1-yl)-1H-benzo[d]imidazol COC1=CC=C(CC2N(CCC2)C2=CC3=C(NC=N3)C=C2)C=C1